ClC=1C(=NC=CN1)CNC(CC(C)(C)O)=O N-((3-chloropyrazin-2-yl)methyl)-3-hydroxy-3-methylbutanamide